(R)-6-bromo-2-methyl-N-(1-(5-nitropyridin-3-yl)ethyl)quinazoline-4-Amine BrC=1C=C2C(=NC(=NC2=CC1)C)N[C@H](C)C=1C=NC=C(C1)[N+](=O)[O-]